butyldisulphide C(CCC)SSCCCC